Benzyl (2R,5R)-5-[[4-[1-(benzenesulfonyl)-6-(3,5-dimethylisoxazol-4-yl)pyrrolo[2,3-b]-pyridin-3-yl]-5-(trifluoromethyl)pyrimidin-2-yl]amino]-2-methyl-piperidine-1-carboxylate C1(=CC=CC=C1)S(=O)(=O)N1C=C(C=2C1=NC(=CC2)C=2C(=NOC2C)C)C2=NC(=NC=C2C(F)(F)F)N[C@@H]2CC[C@H](N(C2)C(=O)OCC2=CC=CC=C2)C